C(C=C)(=O)OC1=CC=C(C(=O)C2=C(C=C(C=C2)Cl)Cl)C=C1 4-acryloyloxy-2',4'-dichlorobenzophenone